6-[(Dimethylamino)methyl]-N-[2-(3-fluoropyridin-4-yl)-[1,3]thiazolo[5,4-c]pyridin-6-yl]-5-(morpholin-4-yl)pyridin-2-amine CN(C)CC1=C(C=CC(=N1)NC1=CC2=C(C=N1)SC(=N2)C2=C(C=NC=C2)F)N2CCOCC2